NC1=CC(=C(OCCN2CCN(C3(CC3)C2)C(=O)OC(C)(C)C)C=C1)CC tert-butyl 7-(2-(4-amino-2-ethylphenoxy) ethyl)-4,7-diazaspiro[2.5]octane-4-carboxylate